ethyl 2,9-dimethyl-9H-benzo[d]imidazo[1,2-a]imidazole-3-carboxylate CC=1N=C2N(C3=C(N2C)C=CC=C3)C1C(=O)OCC